Potassium Sulfite Salt S(=O)([O-])[O-].[K+].[K+]